5-(2-chlorophenyl)-2-thiocytidine ClC1=C(C=CC=C1)C=1C(=NC(N([C@H]2[C@H](O)[C@H](O)[C@@H](CO)O2)C1)=S)N